N-azetidin-3-ylmethyl-2,4-dichlorobenzamide N1CC(C1)CNC(C1=C(C=C(C=C1)Cl)Cl)=O